2-amino-N-(4-hydroxybicyclo-[2.2.2]octan-1-yl)-5-(4-(3-(tetrahydro-2H-pyran-4-yl)-3-azabicyclo[3.1.0]-hexan-1-yl)phenyl)nicotinamide NC1=C(C(=O)NC23CCC(CC2)(CC3)O)C=C(C=N1)C1=CC=C(C=C1)C13CN(CC3C1)C1CCOCC1